C(C)(C)(C)C1=NC2=C(C=CC=C2C12C(N(C1=CC=CC=C21)C)=O)F 2-(tert-Butyl)-7-fluoro-1'-methylspiro[indole-3,3'-indolin]-2'-one